4-(5-chlorooxazolo[4,5-b]pyridin-2-yl)-2-methyl-piperazin ClC1=CC=C2C(=N1)N=C(O2)N2CC(NCC2)C